ClC1=CC2=C(N=C(N=C2N2CCN(CC2)C(C=C)=O)O[C@@H](C=O)C)C(=N1)OC1=C2C=NNC2=CC(=C1Cl)F (2R)-2-[6-chloro-8-[(5-chloro-6-fluoro-1H-indazol-4-yl)oxy]-4-(4-prop-2-enoylpiperazin-1-yl)pyrido[3,4-d]pyrimidin-2-yl]oxypropanal